CCC(CCC)NCCCCCN N-(hexane-3-yl)pentane-1,5-diamine